C(C)(=O)OCCCCOCCN1C(C(=CC=C1)CN1C(NC(CC1)=O)=O)=O 4-(2-(3-((2,4-dioxotetrahydropyrimidin-1(2H)-yl)methyl)-2-oxopyridin-1(2H)-yl)ethoxy)butyl acetate